BrC1=NC=C(C=C1)OC([2H])([2H])[2H] 2-Bromo-5-(methoxy-d3)pyridine